i-Octanol C(CCCCC(C)C)O